CN(C(O)=O)C.CN(S(=O)(=O)C1=CC=C(C=C1)C)C1=CC=C(C=C1)C=C1CCN2C1=NC(C1=CC=CC=C21)=O N,4-dimethyl-N-(4-((5-oxo-1,2-dihydropyrrolo[1,2-a]quinazolin-3(5H)-ylidene)methyl)phenyl)benzenesulfonamide N,N-Dimethylcarbamate